(2R,6S)-4-(5-cyanopyrimidin-2-yl)-2,6-dimethyl-N-{2-[1-(2-methylpropyl)piperidin-4-yl]ethyl}piperazine-1-carboxamide C(#N)C=1C=NC(=NC1)N1C[C@H](N([C@H](C1)C)C(=O)NCCC1CCN(CC1)CC(C)C)C